(S)-1-(((R)-tert-butylsulfinyl)amino)-6-cyano-1,3-dihydrospiro[indene-2,4'-piperidine] C(C)(C)(C)[S@@](=O)N[C@@H]1C2=CC(=CC=C2CC12CCNCC2)C#N